CC1=C(C(=CC=C1)C)C1(C(CCCC1)=O)N 2-(2,6-dimethylphenyl)-2-aminocyclohexanone